Methyl (3S)-1-(4-bromo-5-fluoro-3-methyl-2-nitrophenyl)pyrrolidine-3-carboxylate BrC1=C(C(=C(C=C1F)N1C[C@H](CC1)C(=O)OC)[N+](=O)[O-])C